(3-amino-4-isopropylphenyl)(ethyl)carbamic acid tert-butyl ester C(C)(C)(C)OC(N(CC)C1=CC(=C(C=C1)C(C)C)N)=O